(R)-3-benzyl-4-ethyl-6,6a,7,8,9,10-hexahydro-5H-pyrazino[1,2-a][1,8]naphthyridine C(C1=CC=CC=C1)C1=C(C=2CC[C@H]3N(C2N=C1)CCNC3)CC